ClC1=NC=CC2=C1C(=CN2[C@@H]2[C@@H](COC2)O)C2=CC(=CC(=C2)OC2=NC=C(N=C2)C(F)(F)F)C (3S,4S)-4-[4-chloro-3-(3-methyl-5-{[5-(trifluoromethyl)pyrazin-2-yl]oxy}phenyl)-1H-pyrrolo[3,2-c]pyridin-1-yl]oxolan-3-ol